2,2'-(((((((((5r,7r)-adamantan-2-ylidene)methylene)bis(4,1-phenylene))bis(oxy))bis(ethane-2,1-diyl))bis(oxy))bis(ethane-2,1-diyl))bis(oxy))bis(N,N-diethyl-ethan-1-amine) C12C(C3CC(CC(C1)C3)C2)=C(C2=CC=C(C=C2)OCCOCCOCCN(CC)CC)C2=CC=C(C=C2)OCCOCCOCCN(CC)CC